ClC1=NN=C(C2=CC=CC=C12)N 4-chlorophthalazin-1-amine